N-((4-(2-fluoro-4-(trifluoromethyl)phenyl)pyrido[3,2-d]pyrimidin-2-yl)methyl)acrylamide FC1=C(C=CC(=C1)C(F)(F)F)C=1C2=C(N=C(N1)CNC(C=C)=O)C=CC=N2